6-nitro-8-methyl-2H-3,1-benzoxazine [N+](=O)([O-])C=1C=C(C=2C(=COCN2)C1)C